NC1=NC(=C(C=C1C1=CC=NC=C1C#N)C=1C=C2C(=NC=NC2=CC1)C)C1=CC=C(C=C1)F 2-amino-6-(4-fluorophenyl)-5-(4-methylquinazolin-6-yl)pyridine-3-nicotinonitrile